1,1-dimethylcyclopropane CC1(CC1)C